4-(3-ethyl-4-methyl-5-oxo-4,5-dihydro-1H-1,2,4-triazol-1-yl)-5-fluoro-N-(2-hydroxyphenyl)-2-[(2S)-pent-2-yloxy]benzamide C(C)C1=NN(C(N1C)=O)C1=CC(=C(C(=O)NC2=C(C=CC=C2)O)C=C1F)O[C@@H](C)CCC